C(CCC)OOC(C(C)C)=O butyl-peroxy-isobutyrate